(3S,4S)-1-(3-(((R)-3-(hexylcarbamoyl)-4-octanoylpiperazin-1-yl)sulfonyl)benzoyl)-N3,N4-bis((1S,2R)-2-phenylcyclopropyl)pyrrolidine-3,4-dicarboxamide C(CCCCC)NC(=O)[C@H]1CN(CCN1C(CCCCCCC)=O)S(=O)(=O)C=1C=C(C(=O)N2C[C@H]([C@@H](C2)C(=O)N[C@@H]2[C@H](C2)C2=CC=CC=C2)C(=O)N[C@@H]2[C@H](C2)C2=CC=CC=C2)C=CC1